OC=1C=C2C=CC(=CC2=CC1)C1(C2=C(C=CC=C2C=2C=CC=C(C12)C=1C2=CC=CC=C2C=C2C=CC=CC12)C=1C2=CC=CC=C2C=C2C=CC=CC12)C1=CC2=CC=C(C=C2C=C1)O 9,9-bis(6-hydroxy-2-naphthyl)-1,8-di(9-anthryl)fluorene